ethynyl-6-methylpiperidine-1-carboxylic acid tert-butyl ester C(C)(C)(C)OC(=O)N1C(CCCC1C)C#C